4-(6-fluoro-1-(2-methoxyethyl)-1H-benzo[d]imidazol-2-ylamino)-N-hydroxybenzamide FC=1C=CC2=C(N(C(=N2)NC2=CC=C(C(=O)NO)C=C2)CCOC)C1